tert-Butyl 4-(4-(5-(2-(2,6-dioxopiperidin-3-yl)-1-oxoisoindolin-4-yl)pent-4-yn-1-yl)piperazin-1-yl)piperidine-1-carboxylate O=C1NC(CCC1N1C(C2=CC=CC(=C2C1)C#CCCCN1CCN(CC1)C1CCN(CC1)C(=O)OC(C)(C)C)=O)=O